C(=C)(F)F vinylidene fluoride